O1CCC=2C=NC=CC21 2,3-dihydrofuro[3,2-c]pyridine